C1(=CC=CC=C1)C(C=CC1=CC=CC=C1)O 1,3-diphenylprop-2-en-1-ol